C1(CCCC1)N1C(N(C=2C=NC(=CC21)NC2=C(C=C(C=C2)OCC2=CN=C(N2C)[N+](=O)[O-])C)C)=O 1-cyclopentyl-3-methyl-6-((2-methyl-4-((1-methyl-2-nitro-1H-imidazol-5-yl)methoxy)phenyl)amino)-1,3-dihydro-2H-imidazo[4,5-c]Pyridine-2-one